N-(4-(3-methoxyphenyl)thiazol-2-yl)-3-(4-benzylpiperazin-1-yl)propionamide potassium (3-(((benzyloxy)carbonyl)amino)cyclobutyl)trifluoroborate C(C1=CC=CC=C1)OC(=O)NC1CC(C1)[B-](F)(F)F.[K+].COC=1C=C(C=CC1)C=1N=C(SC1)NC(CCN1CCN(CC1)CC1=CC=CC=C1)=O